NC1C2CCC(CC1)N2C(=O)[O-] 2-amino-8-azabicyclo[3.2.1]octane-8-carboxylate